CC([Zr](C)(C1C=CC=C1)=[SiH2])C dimethylsilylene(cyclopentadienyl)dimethylzirconium